N-(2-(N,N-dimethylsulfamoyl)ethyl)-4-morpholino-2-(4-(m-tolyl)-1H-pyrazol-1-yl)furo[3,2-d]pyrimidine-6-carboxamide CN(S(=O)(=O)CCNC(=O)C1=CC=2N=C(N=C(C2O1)N1CCOCC1)N1N=CC(=C1)C=1C=C(C=CC1)C)C